FC(C(CN1N=NN=C1)(O)C1=CC=C(C=C1)F)(F)C1=CC=C(C=N1)C1=CC=C(C=C1)N1CCN(CC1)C=1C=CC(=NC1)C(CC(F)(F)F)O (+)-1-(5-(4-(4-(6-(1,1-difluoro-2-(4-fluorophenyl)-2-hydroxy-3-(1H-tetrazol-1-yl)propyl)pyridin-3-yl)phenyl)piperazin-1-yl)pyridin-2-yl)-3,3,3-trifluoropropan-1-ol